C1(N=CC2(C3=CC=CC=C13)CCC2)=O Spiro[cyclobutane-1,4'-isoquinoline]-1'-one